O=C1NC(CCC1N1CC=2C(C1=O)=CSC2CNC(C(C2=CC=C(C=C2)C(C(F)(F)F)C)=O)=O)=O N-((5-(2,6-dioxopiperidin-3-yl)-4-oxo-5,6-dihydro-4H-thieno[3,4-c]pyrrol-1-yl)-methyl)-2-oxo-2-(4-(1,1,1-trifluoropropan-2-yl)phenyl)acetamide